(3,5-di-tertiary butyl-4-hydroxyphenyl)propionic acid C(C)(C)(C)C=1C=C(C=C(C1O)C(C)(C)C)C(C(=O)O)C